N-[(1E)-(5-Bromofuran-2-yl)methylene]-2-methylpropan-2-sulfinamide BrC1=CC=C(O1)\C=N\S(=O)C(C)(C)C